tert-butyl-1,2-benzisothiazolin-3-one C(C)(C)(C)C1=CC=CC2=C1C(NS2)=O